tert-butyl 2-((3-(4-iodophenyl)-1,2,4-oxadiazol-5-yl)methyl)acrylate IC1=CC=C(C=C1)C1=NOC(=N1)CC(C(=O)OC(C)(C)C)=C